C(C1=CC=CC=C1)(C1=CC=CC=C1)(C1=CC=CC=C1)[N@]1C(C1)C(=O)O (R)-1-trityl-aziridine-2-carboxylic acid